5-hydroxy-1-(4-chlorobenzyl)hydantoin potassium [K].OC1C(NC(N1CC1=CC=C(C=C1)Cl)=O)=O